C(C1=CC=CC=C1)NC(C(N(C(C#C)=O)C1=CC(=CC=C1)Cl)C=1C=C(OCC(=O)OC)C=CC1)=O Methyl 2-(3-(2-(benzylamino)-1-(N-(3-chlorophenyl)propiolamido)-2-oxoethyl)-phenoxy)acetate